IC1=NN(C2=NC(=CN=C21)N2CCC1(CC2)CC2=C(C=NC=C2)[C@@H]1NC(OC(C)(C)C)=O)C1OCCCC1 tert-butyl N-[(7R)-1'-[3-iodo-1-(oxan-2-yl)-1H-pyrazolo[3,4-b]pyrazin-6-yl]-5,7-dihydrospiro[cyclopenta[c]pyridine-6,4'-piperidin]-7-yl]carbamate